((5-methylisoxazol-3-yl)methyl)-5-(3-(trifluoromethyl)phenyl)pyridine-2,3-diamine CC1=CC(=NO1)CC1=C(C(=NC=C1C1=CC(=CC=C1)C(F)(F)F)N)N